FC1=C(C=CC=C1)N1CC2(CC2C1)C#CC1=NC=CC=C1 3-(2-fluorophenyl)-1-(pyridin-2-ylethynyl)-3-azabicyclo[3.1.0]hexane